oxasilaine O1[SiH2]C=CC=C1